NC=1N=NC(=CC1N1CC(N(CC1)C(=O)C1=NC=NC=C1)C)C1=C(C=CC=C1)O (4-(3-amino-6-(2-hydroxyphenyl)pyridazin-4-yl)-2-methylpiperazin-1-yl)(pyrimidin-4-yl)methanone